ClC1=C(C=C2C=C(N=CC2=C1)NC(=O)[C@H]1[C@@H](C12CCOCC2)C)C2CCN(CC2)[C@@]2(COC[C@@H]2O)C (1S,2S,3S)-N-(7-chloro-6-(1-((3R,4R)-4-hydroxy-3-methyltetrahydrofuran-3-yl)piperidin-4-yl)isoquinolin-3-yl)-2-methyl-6-oxaspiro[2.5]octane-1-carboxamide